ClC1=C(C(=CC=C1)Cl)C=1N=C2C=3C=C(C=NC3C=CN2C1CO)C=1C=NN(C1)C1CCN(CC1)C(COC)=O 1-(4-(4-(2-(2,6-Dichlorophenyl)-3-(hydroxymethyl)imidazo[2,1-f][1,6]naphthyridin-9-yl)-1H-pyrazol-1-yl)piperidin-1-yl)-2-methoxyethan-1-one